IC1=C(C=CC(=C1)C(C)(CCCCCCCC)C)O 2-iodo-4-(2-methyldec-2-yl)phenol